BrC=1C=C(N(N1)C1COCC1)C(=O)NC1=C(C=C(C=C1C(NC)=O)Cl)C 5-bromo-N-[4-chloro-2-methyl-6-(methylcarbamoyl)phenyl]-2-tetrahydrofuran-3-yl-pyrazole-3-carboxamide